(+)-4-(5-(3-(2-hydroxyethoxy)-4-methoxyphenyl)pyridin-3-yl)-1,2-oxaborolan-2-ol OCCOC=1C=C(C=CC1OC)C=1C=C(C=NC1)C1CB(OC1)O